guanidinium hydrochloride salt Cl.NC(=[NH2+])N